[Ir+3].FC1=CC=CC(=N1)NCCO 2-((6-fluoropyridin-2-yl)amino)ethan-1-ol iridium (III)